trans-iso-tridecanoic acid C(CCCCCCCCCC(C)C)(=O)O